FC1=C(C=C(C=C1)C1CCN(CC1)C(=O)O)OCC1=CC=C2C=NN(C2=C1)C 4-(4-fluoro-3-((1-methyl-1H-indazol-6-yl)methoxy)phenyl)piperidine-1-carboxylic acid